ClCCCS(=O)(=O)NC1=CC2=C(N=C(S2)Cl)C=C1 3-chloro-N-(2-chloro-1,3-benzothiazol-6-yl)propane-1-sulfonamide